C(CCCCCCCC)N(CCN(CC(=O)N1CC(CC1)CN(CCCCCCCCC)CCCCCCCCC)CCCCCCCCC)CCCCCCCCC 2-((2-(dinonylamino)ethyl)(nonyl)amino)-1-(3-((dinonylamino)methyl)pyrrolidin-1-yl)ethan-1-one